F[B-](F)(F)F.C(C)(C)(C)[PH3+] t-butyl-phosphonium tetrafluoroborate